CC=1C=C(C=CC1OC1=CC2=C(N(N=N2)C)C=C1)NC1=NC=NC2=C1N=C(N=C2)N2CCN(CC2)C(=O)OC(C)(C)C tert-butyl 4-(8-((3-methyl-4-((1-methyl-1H-benzo[d][1,2,3]triazol-5-yl)oxy)phenyl)amino)pyrimido[5,4-d]pyrimidin-2-yl)piperazine-1-carboxylate